ethyl ((S)-2-(2-((4-bromo-3-((S)-1-methoxy-2,2-dimethylpropyl)benzyl)oxy)pyridin-4-yl)-2-cyclopropylethyl)(methyl)phosphinate BrC1=C(C=C(COC2=NC=CC(=C2)[C@@H](CP(OCC)(=O)C)C2CC2)C=C1)[C@H](C(C)(C)C)OC